ClC1=C(C=CC=C1)C(C)NC1=CC=C(C2=CN(N=C12)C)C(=O)N[C@H](C)\C=C\S(=O)(=O)C 7-((1-(2-Chlorophenyl)ethyl)amino)-2-methyl-N-((R,E)-4-(methylsulfonyl)but-3-en-2-yl)-2H-indazole-4-carboxamide